FC(C(=O)O)(F)F.NC=1N=CC(=NC1C=1C(=NN(C1)C)C)C=1C=C(C=CC1C)S(=O)(=O)NC12CCC(C1)(C2)C#N 3-(5-Amino-6-(1,3-dimethyl-1H-pyrazol-4-yl)pyrazin-2-yl)-N-(4-cyanobicyclo[2.1.1]hexan-1-yl)-4-methylbenzensulfonamide trifluoroacetate salt